di-phenylsulfone C1(=CC=CC=C1)S(=O)(=O)C1=CC=CC=C1